S1C=2N(C=C1)C=C(N2)C(=O)[O-] imidazo[2,1-b]thiazole-6-carboxylate